racemic-trans-tert-butyl 3-amino-4-methoxypiperidine-1-carboxylate N[C@@H]1CN(CC[C@H]1OC)C(=O)OC(C)(C)C |r|